adenosyl butanedisulfonate C(CCCS(=O)(=O)[O-])S(=O)(=O)OC[C@@H]1[C@H]([C@H]([C@@H](O1)N1C=NC=2C(N)=NC=NC12)O)O